ClC1=CC=C(S1)NC(=O)C1(CC1[2H])C(=O)O 1-((5-chlorothien-2-yl)carbamoyl)cyclopropane-1-carboxylic acid-3-d